C(C)(C)(C)OC(=O)N1[C@@H](COCC1)C=1C=C(C=C2CCN(CC12)C(=O)N1CCC(CC1)F)C=1N=C2C(=NC1)NC=C2C (R)-3-(2-(4-fluoropiperidine-1-carbonyl)-6-(7-methyl-5H-Pyrrolo[2,3-b]pyrazin-2-yl)-1,2,3,4-tetrahydroisoquinolin-8-yl)morpholine-4-carboxylic acid tert-butyl ester